C(C)(C)(C)OC(=O)N1C(=NC2=C1C=C(C=C2CC(C)(C)C)OC)CN2C(C(=CC=C2)NC([C@H](CC\C=C\C(=O)N(C)C)OC(N(C)C)=O)=O)=O tert-Butyl-(S,E)-2-((3-(7-(dimethylamino)-2-((dimethylcarbamoyl)oxy)-7-oxohept-5-enamido)-2-oxopyridin-1(2H)-yl)methyl)-6-methoxy-4-neopentyl-1H-benzo[d]imidazol-1-carboxylat